Tetracosanoic Acid C(CCCCCCCCCCCCCCCCCCCCCCC)(=O)O